CN(CCNC1=CC=CC2=C1S(C(=C2N2C=CC=C2)C#CC)=O)C 3-(7-((2-(dimethylamino)ethyl)amino)-1-oxido-3-(1H-pyrrol-1-yl)benzo[b]thiophen-2-yl)prop-2-yn